6-fluoro-2-(3-fluoropiperidin-1-yl)-N-(2-sulfamoylpyridin-4-yl)quinoline-3-carboxamide FC=1C=C2C=C(C(=NC2=CC1)N1CC(CCC1)F)C(=O)NC1=CC(=NC=C1)S(N)(=O)=O